(2R)-2-(4-Fluorophenyl)-N-{4-[5-fluoro-3-(pyridin-2-yl)-1H-pyrrolo[3,2-b]pyridin-2-yl]pyridin-2-yl}propanamid FC1=CC=C(C=C1)[C@H](C(=O)NC1=NC=CC(=C1)C1=C(C2=NC(=CC=C2N1)F)C1=NC=CC=C1)C